2-cyclopropyl-4-(4-fluorophenyl)-3-quinolinecarboxylic acid ethyl ester C(C)OC(=O)C=1C(=NC2=CC=CC=C2C1C1=CC=C(C=C1)F)C1CC1